CC1=CC=CC(=N1)C1=C(N=CN1)C=1C=C2C=C(C=NC2=CC1)C(=C)CN1CCNCC1 6-[5-(6-methyl-2-pyridyl)-1H-imidazol-4-yl]-3-[1-(piperazin-1-ylmethyl)vinyl]quinoline